5-methyl-1H-pyrazole-4-carboxamide CC1=C(C=NN1)C(=O)N